8-nonadien-6-ynal C=CC=CCC#CC(C)=O